OC=1C=C2CC[C@H]([C@H](C2=CC1)C1=CC=C(OCCCCNCC2=CC=C(COC3=CC=C(C=C3)NC3C(NC(CC3)=O)=O)C=C2)C=C1)C1=CC=CC=C1 3-((4-((4-(((4-(4-((1S,2R)-6-hydroxy-2-phenyl-1,2,3,4-tetrahydronaphthalen-1-yl)phenoxy)butyl)amino)methyl)benzyl)oxy)phenyl)amino)piperidine-2,6-dione